4-Hydroxyhexahydropyridine-1-carboxylic acid-2-methylpropan-2-yl ester CC(C)(C)OC(=O)N1CCC(CC1)O